2-(6-{5-chloro-2-[(oxacyclohex-4-yl)amino]pyrimidin-4-yl}-1-oxo-2,3-dihydro-1H-isoindol-2-yl)-N-[1-(5-chloro-3-fluoropyrimidin-2-yl)ethyl]acetamide ClC=1C(=NC(=NC1)NC1CCOCC1)C1=CC=C2CN(C(C2=C1)=O)CC(=O)NC(C)C1N=CC(=CN1F)Cl